tert-butyl (1-((1-(5-(3-cyano-6-ethoxypyrazolo[1,5-a]pyridin-4-yl)pyridin-2-yl)-4-methylpiperidin-4-yl)carbamoyl)cyclobutyl)carbamate C(#N)C=1C=NN2C1C(=CC(=C2)OCC)C=2C=CC(=NC2)N2CCC(CC2)(C)NC(=O)C2(CCC2)NC(OC(C)(C)C)=O